ClC1=C(C=C(OCC(=O)OC)C=C1)[N+](=O)[O-] Methyl 2-(4-chloro-3-nitro-phenoxy)acetate